ClC=1C=CC(=NC1)NC(C1=C(C=C(C(=C1)C=1C=NC=CC1C)F)F)=O N-(5-chloropyridin-2-yl)-2,4-difluoro-5-(4-methylpyridin-3-yl)benzamide